(S)-2-(difluoromethoxy)-N-(6-(difluoromethyl)pyridazin-4-yl)-8-methyl-8-(trifluoromethyl)-7,8-dihydro-6H-pyrazolo[1,5-a]pyrrolo[2,3-e]pyrimidine-6-carboxamide FC(OC1=NN2C(N=CC3=C2[C@](CN3C(=O)NC3=CN=NC(=C3)C(F)F)(C(F)(F)F)C)=C1)F